(R,3R)-N'-((1,2,3,5,6,7-hexahydro-s-indacen-4-yl)carbamoyl)-3-(hydroxymethyl)-2,3-dihydropyrazolo[5,1-b]oxazole-7-sulfonimidamide C1CCC2=C(C=3CCCC3C=C12)NC(=O)N=[S@](=O)(N)C=1C=NN2C1OC[C@H]2CO